C(C)(C)(C)OC(N(C)CC(C=C)O)=O tert-butyl(2-hydroxybut-3-en-1-yl)(methyl)carbamate